FC1=CC=2C(=NC=3N(C2N=C1)C=NN3)N(C)C3=CC(=CC(=C3)C#CC3(CC3)C(F)(F)F)F 3-fluoro-N-(3-fluoro-5-((1-(trifluoromethyl)cyclopropyl)ethynyl)phenyl)-N-methylpyrido[3,2-e][1,2,4]triazolo[4,3-a]pyrimidin-5-amine